10-(3-((3aR,6aS)-3a,6a-dimethyltetrahydro-1H-furo[3,4-c]pyrrol-5(3H)-yl)propyl)-3,7-di(1H-indazol-5-yl)-10H-benzo[b]pyrido[2,3-e][1,4]oxazine C[C@@]12[C@@](CN(C1)CCCN1C3=C(OC4=C1N=CC(=C4)C=4C=C1C=NNC1=CC4)C=C(C=C3)C=3C=C4C=NNC4=CC3)(COC2)C